5-(2-Chloro-5-cyanophenyl)-3-({[(3R)-6,6-dimethylpiperidin-3-yl]carbonyl}amino)-1H-indazole-1-carboxylic acid hexyl ester hydrochloride Cl.C(CCCCC)OC(=O)N1N=C(C2=CC(=CC=C12)C1=C(C=CC(=C1)C#N)Cl)NC(=O)[C@H]1CNC(CC1)(C)C